4-Benzyl-7-(methoxymethyl)-1,4-oxazepane C(C1=CC=CC=C1)N1CCOC(CC1)COC